(E)-(4-(1-isopropyl-4-(trifluoromethyl)-1H-imidazol-2-yl)-2-(2-methoxyvinyl)phenyl)methanol C(C)(C)N1C(=NC(=C1)C(F)(F)F)C1=CC(=C(C=C1)CO)\C=C\OC